C(#N)C(C)[N+]1=C(NC=C1)CCCCCCCCCCC 1-Cyanoethyl-2-Undecylimidazolium